Diethyl-4-(prop-2-yn-1-yloxy)pyridine-2,6-dicarboxylic acid C(C)C=1C(=C(C(=NC1C(=O)O)C(=O)O)CC)OCC#C